[F-].C[NH+]1CC(CC1)CCC 1-Methyl-3-propylpyrrolidinium fluoride